C(C1=CC=CC=C1)N1C(=NC=2N(C(N(C(C12)=O)CCCO)=O)C)OC1=CC=C(C=C1)Cl 7-benzyl-8-(4-chlorophenoxy)-1-(3-hydroxypropyl)-3-methyl-1H-purine-2,6(3H,7H)-dione